methyl 2-amino-4-(6-(bis(4-methoxybenzyl) amino)-4-methyl-3-(trifluoromethyl) pyridin-2-yl)-5-chloro-3-fluorobenzoate NC1=C(C(=O)OC)C=C(C(=C1F)C1=NC(=CC(=C1C(F)(F)F)C)N(CC1=CC=C(C=C1)OC)CC1=CC=C(C=C1)OC)Cl